thiaindole N=1SC=C2C=CC=CC12